CC1=CC(OC2=CC3=C(C=C12)C=CC(=C3)N3CCOCC3)=S 4-methyl-8-morpholino-2H-benzo[g]chromen-2-thione